2-methyl-N-{2-methylimidazo[1,2-a]pyridin-6-yl}-4-(piperazin-1-yl)indazole-7-carboxamide CN1N=C2C(=CC=C(C2=C1)N1CCNCC1)C(=O)NC=1C=CC=2N(C1)C=C(N2)C